3-HYDROXYPYRIDINE-4-BORONIC ACID OC=1C=NC=CC1B(O)O